9-ethoxycarbonyltetracyclo[6.2.1.13,6.02,7]Dodeca-4-ene C(C)OC(=O)C1C2C3C4C=CC(C3C(C1)C2)C4